2-(3-(2,6-Dichloropyridin-4-yl)-1-propyl-1H-pyrazole-4-carbonyl)-N-methylhydrazine-1-carbothioamide ClC1=NC(=CC(=C1)C1=NN(C=C1C(=O)NNC(NC)=S)CCC)Cl